C(C)(=O)O[C@H]1C(O[C@@H]([C@H]1OC(C)=O)COC(C)=O)Cl tri-O-acetyl-ribofuranosyl chloride